NCCCCCCNC1=C2CN(C(C2=CC=C1)=O)C1C(NC(CC1)=O)=O 3-(4-((6-aminohexyl)amino)-1-oxoisoindolin-2-yl)piperidine-2,6-dione